ClC1=C(C(=O)NC2=NC=C(C=C2)C(=O)N2CCC([C@@](C3=C2C=CC(=C3)Cl)(CO)O)(F)F)C=CC(=C1)Cl 2,4-dichloro-N-{5-[(5R)-7-chloro-4,4-difluoro-5-hydroxy-5-(hydroxymethyl)-2,3,4,5-tetrahydro-1H-1-benzazepin-1-carbonyl]pyridin-2-yl}benzamide